C(=C)C(C(=O)O)CCCCCC.C(CCCCCCC)(=O)OC=C vinyl caprylate (vinyl octanoate)